CC1=CC=C(C(=C1)C1=CC=CC=C1)S(=O)(=O)N 5-methyl[1,1'-biphenyl]-2-sulfonamide